3-heptenyl benzoate C(C1=CC=CC=C1)(=O)OCCC=CCCC